ClC=1C=C(C=C(C1)Cl)C1(CC(=NO1)C1=CC(=C(C(=O)NNC(C2=C(C=CC=C2)C)=O)C=C1)C)C(F)(F)F 4-(5-(3,5-dichlorophenyl)-5-(trifluoromethyl)-4,5-dihydroisoxazol-3-yl)-2-methyl-N'-(2-methylbenzoyl)benzoyl-hydrazine